N-(3-carboxy-1-oxopropyl)-(4S)-(p-phenylphenylmethyl)-4-amino-(2R)-methylbutanoic acid ethyl ester C(C)OC([C@](CCNC(CCC(=O)O)=O)(C)CC1=CC=C(C=C1)C1=CC=CC=C1)=O